4-(2,5-Dioxo-imidazolidin-1-yl)-piperidin O=C1N(C(CN1)=O)C1CCNCC1